C(C)(C)(C)[S@](=O)NC(C(C)C)[C@]1(C(=O)O)CC=CC=C1 (S)-1-(((S)-tert-butylsulfinyl)amino-2-methylpropyl)benzoic acid